C(C=C)N(CCC(C=CC=C)=C)CC=C 1-di-2-propenylamino-3-methylenehepta-4,6-diene